(5-fluoro-6-(3-hydroxyoxetan-3-yl)pyridin-2-yl)-2-isopropyl-6-(1,2,3,4-tetrahydroisoquinolin-6-ylamino)-1H-pyrazolo[3,4-d]pyrimidin-3(2H)-one FC=1C=CC(=NC1C1(COC1)O)N1N(C(C=2C1=NC(=NC2)NC=2C=C1CCNCC1=CC2)=O)C(C)C